8-cyclopropyl-2-iodo-5H,6H,8H-imidazo[2,1-c][1,4]oxazine C1(CC1)C1OCCN2C1=NC(=C2)I